BrC1=CC=C(OC[C@@H]2COC[C@@](O2)(C)C(C)O)C=C1 (2S,6S)-6-((4-bromophenoxy)methyl)-2-methyl-1,4-dioxan-2-ylethan-1-ol